O=S1(CC(CC1)CNC(=O)C=1C=NC2=CC=C(C=C2C1NC1(CC1)C)C=1C=NNC1)=O N-((1,1-dioxidotetrahydrothiophen-3-yl)methyl)-4-((1-methylcyclopropyl)amino)-6-(1H-pyrazol-4-yl)quinoline-3-carboxamide